norbornene diacetate C(C)(=O)O.C(C)(=O)O.C12C=CC(CC1)C2